C(CCCCC)(=O)C(CC(C)O)(O)C(CCCCC)=O bis-hexanoyl-1,3-butanediol